5-(Chloro(3-(trifluoromethyl)-[1,2,4]triazolo[4,3-a]pyridin-7-yl)methyl)-2-methylbenzyl pivalate C(C(C)(C)C)(=O)OCC1=C(C=CC(=C1)C(C1=CC=2N(C=C1)C(=NN2)C(F)(F)F)Cl)C